(2,5-dimethylphenyl)(S)-2-((S)-2-cinnamamido-3-cyclohexylpropionamido)-3-((S)-2-oxopyrrolidin-3-yl)propane CC1=C(C=C(C=C1)C)C[C@H](C[C@H]1C(NCC1)=O)NC([C@H](CC1CCCCC1)NC(C=CC1=CC=CC=C1)=O)=O